N1(CCCC1)C=1C=CC(=C(CN2CC3(CC2)CCN(CC3)C(=O)N3N=C(C=C3)C(=O)O)C1)C(F)(F)F 1-(2-(5-(pyrrolidin-1-yl)-2-(trifluoromethyl)benzyl)-2,8-diazaspiro[4.5]decane-8-carbonyl)-1H-pyrazole-3-carboxylic acid